6-Chloro-8-(4-methoxy-phenyl)-1-trifluoromethyl-9H-pyrido[3,4-b]indole ClC=1C=C2C3=C(NC2=C(C1)C1=CC=C(C=C1)OC)C(=NC=C3)C(F)(F)F